5-bromopiperidine BrC1CCCNC1